C(CCCCCCC\C=C/C\C=C/CCCCC)(=O)OCC(COC(CCC(OCCCCCCCC)OCCCCCCCC)=O)COC(=O)OCCCN(CC)CC 3-((4,4-bis(octyloxy) butanoyl)oxy)-2-((((3-(diethylamino)propoxy)carbonyl)oxy)methyl)propyl (9Z,12Z)-octadeca-9,12-dienoate